tetramethoxy-phenethylamine COC(C(N)(OC)OC)(C1=CC=CC=C1)OC